5-[4-[[3-[4-(3-aminopropoxy)-2,6-dimethylphenyl]phenyl]-methoxy]phenyl]isothiazole-3-ol 1-oxide NCCCOC1=CC(=C(C(=C1)C)C=1C=C(C=CC1)COC1=CC=C(C=C1)C1=CC(=NS1=O)O)C